N1=CC=CC2=CC(=CC=C12)C(C)=O 1-(Chinolin-6-yl)ethan-1-on